3-(1-(1-fluorocyclopropane-1-carbonyl)piperidin-4-yl)urea FC1(CC1)C(=O)N1CCC(CC1)NC(N)=O